3-cyano-1-(3-fluorobenzyl)-1H-pyrrole C(#N)C1=CN(C=C1)CC1=CC(=CC=C1)F